5-chloro-4-fluorophenol ClC=1C(=CC=C(C1)O)F